F[C@@H]1[C@@H](C[C@]2(CC[C@@H]1N2C)C)OC2=CC=C(N=N2)C2=C(C=C(C=C2)N2C=NC=C2)O 2-(6-(((1R,3R,4S,5S)-4-fluoro-1,8-dimethyl-8-azabicyclo[3.2.1]octan-3-yl)oxy)pyridazin-3-yl)-5-(1H-imidazol-1-yl)phenol